((((9H-fluoren-9-yl) methoxy) carbonyl) amino)-4-(methyl (octyl) amino)-4-oxobutanoate C1=CC=CC=2C3=CC=CC=C3C(C12)COC(=O)NC(C(=O)[O-])CC(=O)N(CCCCCCCC)C